C(C)(C)(C)OC(=O)N1CCC2(CC(C2)N[C@@H](COC2=NC(=NC(=C2)C2=C(C=CC=C2C)C)NS(=O)(=O)C=2C=C(C(=O)O)C=CC2)CC(C)C)CC1 3-[[4-[(2R)-2-[(7-tert-butoxycarbonyl-7-azaspiro[3.5]nonan-2-yl)amino]-4-methyl-pentoxy]-6-(2,6-dimethylphenyl)pyrimidin-2-yl]sulfamoyl]benzoic acid